ClC=1C(=NC=C(N1)Cl)CN 1-(3,5-Dichloropyrazin-2-yl)methylamine